N-{(8-[{5-(trifluoromethyl)pyridin-2-yl}oxy]quinolin-5-yl)methyl}acrylamide FC(C=1C=CC(=NC1)OC=1C=CC(=C2C=CC=NC12)CNC(C=C)=O)(F)F